O=C1NC(CCC1N1C(C2=CC=C(C=C2C1=O)N1CCN(CC1)CC1CCNCC1)=O)=O 4-((4-(2-(2,6-dioxopiperidin-3-yl)-1,3-dioxoisoindolin-5-yl)piperazin-1-yl)methyl)piperidin